C1(CC1)C(C)NC(=O)C=1C=NC=C(C1)C1=CC(=CC(=C1)C)F N-(1-cyclopropylethyl)-5-(3-fluoro-5-methylphenyl)pyridine-3-carboxamide